7-fluoro-8-[3-[4-hydroxy-5-methyl-2-[2-(3-pyridinyl)ethyl]pyrazol-3-yl]-1H-1,2,4-triazol-5-yl]-3-methyl-pyrrolo[1,2-a]pyrazine-6-carboxamide FC=1C(=C2N(C=C(N=C2)C)C1C(=O)N)C1=NC(=NN1)C=1N(N=C(C1O)C)CCC=1C=NC=CC1